1-(cyclobutylmethoxy)propan C1(CCC1)COCCC